N[C@H]1[C@@H](CCC1)OC=1C=C2CN(C(C2=CC1)=O)C1C(NC(CC1)=O)=O 3-(5-(((1R,2R)-2-aminocyclopentyl)oxy)-1-oxoisoindolin-2-yl)piperidine-2,6-dione